N(=O)N1CC=2N(CC1)C(=NN2)C(F)(F)F 7-Nitroso-3-(trifluoromethyl)-5,6,7,8-tetrahydro[1,2,4]triazolo-[4,3-a]pyrazine